C1C(\C=C/CCCCCCCCCCCCCCC)C(=O)OC1=O cis-3-nonadecene-1,2-dicarboxylic anhydride